1-(tert-butyl) 3-methyl 3,5-difluoro-4-oxopiperidine-1,3-dicarboxylate FC1(CN(CC(C1=O)F)C(=O)OC(C)(C)C)C(=O)OC